N-(5-chloro-2-methoxyphenyl)-1-methyl-1H-pyrazol-4-amine ClC=1C=CC(=C(C1)NC=1C=NN(C1)C)OC